BrC=1C=CC(=NC1/N=C/N(C)C)C(=O)OC methyl (E)-5-bromo-6-(((dimethylamino) methylene) amino)-pyridine-2-carboxylate